N1=C(C=CC=C1)C1=NC(=NC(=N1)C1=NC=CC=C1)C1=NC=CC=C1 2,4,6-tri(pyridyl)-1,3,5-triazine